F[C@@H]1[C@@H](C1)N.CC1=CC=C(C=C1)S(=O)(=O)O 4-methylbenzenesulfonic acid (1R,2S)-2-fluorocyclopropane-1-amine salt